2-(2,6-dimethyl-3,6-dihydro-2H-pyran-4-yl)-4,4,5,5-tetramethyl-1,3,2-dioxaborolane CC1OC(C=C(C1)B1OC(C(O1)(C)C)(C)C)C